FC(C)(F)C1=NC(=CC(=N1)NC1=CC(=NC=C1OCC)NC(C)=O)OC1CC(C1)(C)O N-(4-((2-(1,1-difluoroethyl)-6-(3-hydroxy-3-methyl-cyclobutyl)oxypyrimidin-4-yl)amino)-5-ethoxypyridin-2-yl)acetamide